FC=1C=C2C=C(NC2=CC1)C(=O)N[C@]1([C@@H](C1)C=C)C(=O)OC methyl (1R,2S)-1-(5-fluoro-1H-indole-2-carboxamido)-2-vinylcyclopropane-1-carboxylate